S(N)(=O)(=O)C1=CC=C(C(=O)O)C=C1 4-sulfamoylbenzoic acid